NC1=NC2=CC=C(C=C2C=C1C)C(=O)N(CC1=NC=C(C=C1)C(F)(F)F)CC1=NC=C(C=C1F)Cl 2-amino-N-((5-chloro-3-fluoro-2-pyridinyl)methyl)-3-methyl-N-((5-(trifluoromethyl)-2-pyridinyl)methyl)-6-quinolinecarboxamide